NC1=NC=C(C(=C1)SC1=CN=C(N=N1)N1CCC2(CC1)[C@@H](C1=CC=CC=C1C2)N[S@](=O)C(C)(C)C)Cl (R)-N-((S)-1'-(6-((2-amino-5-chloropyridin-4-yl)thio)-1,2,4-triazin-3-yl)-1,3-dihydrospiro[inden-2,4'-piperidin]-1-yl)-2-methylpropan-2-sulfinamide